(2R)-N-(2-fluorobenzyl)-2-(2-oxidopyrrolidin-1-yl)propanamide FC1=C(CNC([C@@H](C)N2C(CCC2)[O-])=O)C=CC=C1